7-(6-(6-azaspiro[2.5]octane-6-carbonyl)-1,1a,2,7b-tetrahydro-3H-cyclopropa[c][1,8]naphthyridin-3-yl)-2-methyl-[1,2,4]triazolo[4,3-a]pyridin-3(2H)-one C1CC12CCN(CC2)C(=O)C2=CC=1C3C(CN(C1N=C2)C2=CC=1N(C=C2)C(N(N1)C)=O)C3